C(=C)C1=C(C=CC=C1)P(=S)(SC1=C(C=CC=C1)C)C1=CC=CC=C1 1-(o-tolyl) vinyldiphenylphosphindithioate